C(C)NCCCCCCNCC diethyl-hexamethylenediamine